Cl.ClC1=CC=C(CNC2=NC3=CC=CC=C3C(=C2)N2CCC(CC2)NC2CCN(CC2)C)C=C1 2-(4-chlorobenzylamino)-4-{4-[(1-methylpiperidin-4-yl)amino]piperidin-1-yl}quinoline hydrochloride salt